methyl 5-{2-formyl-3-[(4-methoxyphenyl) methoyl]phenoxy}-2-methylpyrazole-3-carboxylate C(=O)C1=C(OC=2C=C(N(N2)C)C(=O)OC)C=CC=C1C(=O)C1=CC=C(C=C1)OC